C1(=CC=CC=C1)C[C@@H](C(=O)OC)NC(=O)[C@@H]1CC2=CC=CC=C2CC1 methyl (2S)-3-phenyl-2-[[(2S)-1,2,3,4-tetrahydronaphthalene-2-carbonyl]amino]propanoate